(4-biphenylyl)boric acid C1(=CC=C(C=C1)OB(O)O)C1=CC=CC=C1